N-(3-(3-(4-(4-cyanophenoxy)phenyl)-2-oxo-2,3-dihydro-1H-imidazo[4,5-c]pyridin-1-yl)phenyl)acrylamide C(#N)C1=CC=C(OC2=CC=C(C=C2)N2C(N(C3=C2C=NC=C3)C=3C=C(C=CC3)NC(C=C)=O)=O)C=C1